(+)-(R)-1,8-p-menthadien-7-ol C1(=CC[C@@H](CC1)C(=C)C)CO